C(C)OC(\C(=C\CC)\C)=O (E)-2-methyl-2-pentenoic acid ethyl ester